Cl.ClC1=CC=C2C=CC=NC2=C1 7-chloroquinoline HCl salt